N1N=NC2=C1C=CC(=C2)C#CC2=NN(C1=NC=NC(=C12)N)[C@H]1C[C@@H](N(C1)C(C=C)=O)COC 1-((2r,4s)-4-(3-((1H-benzo[d][1,2,3]triazol-5-yl)ethynyl)-4-amino-1H-pyrazolo[3,4-d]pyrimidin-1-yl)-2-(methoxymethyl)pyrrolidin-1-yl)prop-2-en-1-one